2-((2-chloro-4-nitrophenoxy)methyl)-1,3-dioxane ClC1=C(OCC2OCCCO2)C=CC(=C1)[N+](=O)[O-]